OC(C)(C)C=1SC(=CN1)S(=O)(N)=NC(NC1=C2C(CCC2=CC=2CCCC12)C)=O 2-(2-Hydroxypropan-2-yl)-N'-((3-methyl-1,2,3,5,6,7-hexahydro-s-indacen-4-yl)-carbamoyl)thiazole-5-sulfonimidamide